BrC=1C=C2[C@H](CN(CC2=CC1)C1=C(C=CC=C1F)Cl)C(=C)C |r| rac-6-bromo-2-(2-chloro-6-fluorophenyl)-4-(prop-1-en-2-yl)-3,4-dihydroisoquinoline